CN1N=NC=2C1=NC=C(C2)C2=CC=C1C(=N2)SC(=N1)C1(CC(C1)OC(F)(F)F)O 1-(5-(3-methyl-3H-[1,2,3]triazolo[4,5-b]pyridin-6-yl)[1,3]thiazolo[5,4-b]pyridin-2-yl)-3-(trifluoromethoxy)cyclobutanol